N1C(=NC2=C1C=CC=C2)C=2C=C(C=CC2)NC2=NC=C(N=C2)C2=NC=NC=C2 N-(3-(1H-benzo[d]imidazol-2-yl)phenyl)-5-(pyrimidin-4-yl)pyrazin-2-amine